C[C@H]1CN(C[C@@H](O1)C)C1=CC=C(N=N1)NC1=C2C(=NC(=C1)OC=1C(=CC(=NC1)C#N)C)N(C=N2)C 5-[7-[[6-[(2S,6S)-2,6-dimethylmorpholin-4-yl]pyridazin-3-yl]amino]-3-methylimidazo[4,5-b]pyridin-5-yl]oxy-4-methylpyridine-2-carbonitrile